tert-butyl 4-(2,7-dichloro-8-fluoro-pyrido[4,3-d]pyrimidin-4-yl)piperazine-1-carboxylate ClC=1N=C(C2=C(N1)C(=C(N=C2)Cl)F)N2CCN(CC2)C(=O)OC(C)(C)C